2-bromo-6-iodo-pyridin-3-ol BrC1=NC(=CC=C1O)I